butyl ((5-(phenanthren-9-ylthio)thiazol-2-yl)methyl)carbamate C1=CC=CC=2C3=CC=CC=C3C(=CC12)SC1=CN=C(S1)CNC(OCCCC)=O